C(CCCCCCC)[Sn](CCCCCCCC)(Br)Br dioctyltin dibromide